ClC1=C(C=C(C=C1)N1CC(C2=NC(=CC=C21)C(=O)N2CCC1(CCNC1=O)CC2)(C)C)F 8-(1-(4-chloro-3-fluorophenyl)-3,3-dimethyl-2,3-dihydro-1H-pyrrolo[3,2-b]pyridine-5-carbonyl)-2,8-diazaspiro[4.5]decan-1-one